C(C=C)(=O)O.C(C=C)(=O)O.C(C=C)(=O)O.C(C)ON1C(N(C(N(C1=O)OCC)=O)OCC)=O triethoxyisocyanuric acid triacrylate